ferrocenyl-3-p-chlorophenyl-4-amino-5-mercapto-1,2,4-triazole [C-]1(C=CC=C1)C1=C(C=CC(=C1)Cl)C1=NN=C(N1N)S.[CH-]1C=CC=C1.[Fe+2]